2-((6-cyclopropyl-8-(4-fluoropiperidin-4-yl)imidazo[1,2-a]pyridin-2-yl)methyl)isoindoline-1,3-dione hydrochloride Cl.C1(CC1)C=1C=C(C=2N(C1)C=C(N2)CN2C(C1=CC=CC=C1C2=O)=O)C2(CCNCC2)F